[Si](C)(C)(C(C)(C)C)OCCOC1=C(C=CC(=C1)Cl)CC(=O)OCC ethyl 2-(2-(2-((tert-butyldimethylsilyl)oxy)ethoxy)-4-chlorophenyl)acetate